(R)- and (S)-3-chloro-2,6-difluoro-N-(6-fluoropyridin-2-yl)-4-(3-methyl-3-(piperidin-1-yl)pyrrolidin-1-yl)benzenesulfonamide ClC=1C(=C(C(=CC1N1C[C@@](CC1)(N1CCCCC1)C)F)S(=O)(=O)NC1=NC(=CC=C1)F)F |r|